((2-butoxy-2-phenylvinyl)oxy)-2-methoxy-4-propylbenzene C(CCC)OC(=COC1=C(C=C(C=C1)CCC)OC)C1=CC=CC=C1